(S)-2,6-diamino-6-oxohexanoic acid N[C@H](C(=O)O)CCCC(=O)N